C(CCC)[Sn](C#CC)(CCCC)CCCC tri-n-butyl-(prop-1-yn-1-yl)stannane